1-chloro-hex-ane ClCCCCCC